6-amino-3-cyano-5-methylpyridin NC1=C(C=C(C=N1)C#N)C